ClC1=C(C=CC=C1)\C(\C)=N/NC(C1=CC=CC=C1)=O (Z)-N'-(1-(2-chlorophenyl)ethylidene)benzohydrazide